NC1=NC(=C(C=C1C=1C=C2CCNC(C2=CC1F)=O)C1=CC=C(C=C1)N1CCSCC1)F 6-(2-amino-6-fluoro-5-(4-thiomorpholinophenyl)pyridin-3-yl)-7-fluoro-3,4-dihydroisoquinolin-1(2H)-one